5-glycidyl-mannitol sodium laurate monolauryl-sulfate C(CCCCCCCCCCC)OS(=O)(=O)[O-].C(CCCCCCCCCCC)(=O)O.[Na+].C(C1CO1)[C@@]([C@H]([C@@H]([C@@H](CO)O)O)O)(O)CO